ClC=1C=C(C=CC1OCC1=NC=CC=C1)NC1=C(C=NC2=CC(=C(C=C12)NC(\C=C\CN1CCCCC1)=O)OCC)C#N (E)-N-(4-((3-chloro-4-(pyridin-2-ylmethoxy)phenyl)amino)-3-cyano-7-ethoxyquinolin-6-yl)-4-(piperidin-1-yl)but-2-enamide